(R)-1-(3,3-difluoro-4-((4-methoxy-5-(2-methyl-1-(2,2,2-trifluoroethyl)-1H-benzo[d]imidazol-6-yl)pyrrolo[2,1-f][1,2,4]triazin-2-yl)amino)piperidin-1-yl)ethan-1-one FC1(CN(CC[C@H]1NC1=NN2C(C(=N1)OC)=C(C=C2)C=2C=CC1=C(N(C(=N1)C)CC(F)(F)F)C2)C(C)=O)F